C[SiH2]C#N Methyl-cyanosilane